2-(hydroxymethyl)-4-methyl-6-((1-((2-(trimethylsilyl)ethoxy)methyl)-1H-pyrazol-3-yl)methyl)-4H-thiazolo[5',4':4,5]Pyrrolo[2,3-d]Pyridazin-5(6H)-one OCC=1SC2=C(N(C=3C(N(N=CC32)CC3=NN(C=C3)COCC[Si](C)(C)C)=O)C)N1